CS(=O)(=O)C1=CC=C(C(N2CCCCC2)Br)C=C1 4-(methylsulfonyl)(1-piperidinyl)benzyl bromide